ClC=1C=CC=2N(C1)N=CC2C(=O)NC2=C(C=C(C(=C2)C2=NN=C(N2)CC)F)C 6-Chloro-N-[5-(5-ethyl-4H-1,2,4-triazol-3-yl)-4-fluoro-2-methylphenyl]pyrazolo[1,5-a]pyridine-3-carboxamide